N-(4-amino-5-(ethoxy-d5)pyridin-2-yl)acetamide hydrochloride Cl.NC1=CC(=NC=C1OC(C([2H])([2H])[2H])([2H])[2H])NC(C)=O